7-cyclopentyl-2-((5-(4-(3-(1,3-dioxoisoindolin-2-yl)propanoyl)piperazin-1-yl)pyridin-2-yl)amino)-N,N-dimethyl-7H-pyrrolo[2,3-d]pyrimidine-6-carboxamide C1(CCCC1)N1C(=CC2=C1N=C(N=C2)NC2=NC=C(C=C2)N2CCN(CC2)C(CCN2C(C1=CC=CC=C1C2=O)=O)=O)C(=O)N(C)C